1-(2-chloro-6-fluoro-3-pyridinyl)ethanone ClC1=NC(=CC=C1C(C)=O)F